(S)-2-amino-4-((cyclopropylmethyl)(2-(3-methoxybenzamido)benzyl)amino)butanoic acid N[C@H](C(=O)O)CCN(CC1=C(C=CC=C1)NC(C1=CC(=CC=C1)OC)=O)CC1CC1